5-(7-bromo-8-(2-cyanoethyl)-4-ethoxy-6-fluoro-2-((4-isopropyl-2-oxopiperazin-1-yl)methyl)-1H-pyrrolo[3,2-c]quinolin-1-yl)-2-azabicyclo[2.1.1]hexane-2-carboxylic acid tert-butyl ester C(C)(C)(C)OC(=O)N1C2C(C(C1)C2)N2C(=CC=1C(=NC=3C(=C(C(=CC3C12)CCC#N)Br)F)OCC)CN1C(CN(CC1)C(C)C)=O